nicotine (sulfate) S(=O)(=O)(O)O.N1=CC=CC(=C1)C1N(C)CCC1